3-acetyl-N-(2-methoxy-5-(4-(trifluoromethyl)phenoxy)phenyl)-1-methyl-2-oxoimidazolidine-4-carboxamide C(C)(=O)N1C(N(CC1C(=O)NC1=C(C=CC(=C1)OC1=CC=C(C=C1)C(F)(F)F)OC)C)=O